7-(2-methyl-5-((3-morpholino-8-azabicyclo[3.2.1]octan-8-yl)sulfonyl)phenyl)imidazo[2,1-f][1,2,4]triazin-4-amine CC1=C(C=C(C=C1)S(=O)(=O)N1C2CC(CC1CC2)N2CCOCC2)C2=CN=C1C(=NC=NN12)N